ClC=1C=C(C=C(C1)Cl)C1=CC(=CC(=C1)Cl)Cl 3,3',5,5'-tetrachlorobiphenyl